2-([1,4]dioxan-2-ylmethoxy)-9-(2-methyl-pyridin-4-yl)-6,7-dihydro-pyrimido[6,1-a]isoquinolin-4-one O1C(COCC1)COC1=NC(N2C(C3=CC=C(C=C3CC2)C2=CC(=NC=C2)C)=C1)=O